OC(CCCCCCCCC(=O)O)C\C=C/CCCCC (12Z)-10-hydroxyoctadec-12-enoic acid